C(=O)(O)OCC(COC(=O)O)[N+]1=C(C=C(C=C1C)C)C 1-(1,3-bis(carboxyoxy)propan-2-yl)-2,4,6-trimethylpyridin-1-ium